quinoline-6,7(5H)-dione N1=CC=CC=2CC(C(CC12)=O)=O